dicerium trioxide [O-2].[O-2].[O-2].[Ce+3].[Ce+3]